C(C)C=1C=CC(=C(C1)S(=O)(=O)NC1=NOC2=C1C(=CC(=C2)C=2SC(=CN2)N2CCN(CCC2)C(C#C)=O)OC)OC 5-ethyl-2-methoxy-N-(4-methoxy-6-(5-(4-propioloyl-1,4-diazepan-1-yl)thiazoleyl)benzo[d]isoxazol-3-yl)benzenesulfonamide